NC1CCC(CC1)NC1=NC(=NC=C1C(F)(F)F)NC1=NC=2CCN(CC2C=C1)C(CC(C)(C)O)=O 1-(2-((4-(((1S,4S)-4-aminocyclohexyl)amino)-5-(trifluoromethyl)pyrimidin-2-yl)amino)-7,8-dihydro-1,6-naphthyridin-6(5H)-yl)-3-hydroxy-3-methylbutan-1-one